ClC1=C(C(=C(C=C1OC)OC)Cl)C1=CC2=C(N=C(N=C2)C2=C(C=NN2CCOC)NC(C=C)=O)C(N1)=O N-(5-(6-(2,6-dichloro-3,5-dimethoxyphenyl)-8-oxo-7,8-dihydropyrido[3,4-d]pyrimidin-2-yl)-1-(2-methoxyethyl)-1H-pyrazol-4-yl)acrylamide